(3R)-3-(4-chlorophenyl)-2-[(4-chlorophenyl)methyl]-6-(2-hydroxypropan-2-yl)-3-[(oxetan-3-yl)methoxy]-2,3-dihydro-1H-isoindol-1-one ClC1=CC=C(C=C1)[C@@]1(N(C(C2=CC(=CC=C12)C(C)(C)O)=O)CC1=CC=C(C=C1)Cl)OCC1COC1